C(CCCCCC)C(=C)C1=CC=CC=C1 alpha-n-heptyl-styrene